5-[({1-[2-Fluoro-4-(trifluoromethyl)phenyl]cyclopropyl}carbonyl)amino]-2-[6-(1-hydroxyethyl)pyridin-3-yl]benzoic acid FC1=C(C=CC(=C1)C(F)(F)F)C1(CC1)C(=O)NC=1C=CC(=C(C(=O)O)C1)C=1C=NC(=CC1)C(C)O